[K+].C(=S)[S-] dithio-carboxylic acid potassium salt